[5-bromo-3-((S)-2-chloro-1-methyl-ethyl)-2,4-dioxo-3,4-dihydro-2H-pyrimidin-1-yl]-methyl acetate C(C)(=O)OCN1C(N(C(C(=C1)Br)=O)[C@H](CCl)C)=O